trans-tetramethyl-1,3-cyclobutanediol CC1([C@@H](C([C@H]1O)(C)C)O)C